COC1=C(C=CC=C1)/N=N/C1=C(C=CC2=CC=CC=C12)O [(E)-(2-methoxyphenyl)diazenyl]naphthalen-2-ol